CC(C)C12CC=C(C1C2)C=O α-Thujenal